C(CCCCCCCCCCCCCCCCCC)OC(CCCCCCC)=O caprylic acid nonadecyl ester